tert-butyl (R)-2-methyl-4-(5-(4,4,5,5-tetramethyl-1,3,2-dioxaborolan-2-yl)pyridin-2-yl)piperazine-1-carboxylate C[C@H]1N(CCN(C1)C1=NC=C(C=C1)B1OC(C(O1)(C)C)(C)C)C(=O)OC(C)(C)C